N-((3S,4S)-3-((6-(2,6-dichloro-3,5-di-methoxyphenyl)-8-((tetrahydro-2H-pyran-4-yl)amino)pyrido[3,4-d]pyrimidin-2-yl)amino)tetrahydro-2H-pyran-4-yl)acrylamide ClC1=C(C(=C(C=C1OC)OC)Cl)C1=CC2=C(N=C(N=C2)N[C@@H]2COCC[C@@H]2NC(C=C)=O)C(=N1)NC1CCOCC1